ammonium L-ascorbic acid O=C1C(O)=C(O)[C@H](O1)[C@@H](O)CO.[NH4+]